N-(2-fluoro-3-(4,4,5,5-tetramethyl-1,3,2-dioxaborolan-2-yl)phenyl)acetamide FC1=C(C=CC=C1B1OC(C(O1)(C)C)(C)C)NC(C)=O